BrC1=CSC2=C1C(=NC=C2)N[C@H]2CN(CCC2)C(=O)OC(C)(C)C tert-butyl (3R)-3-[(3-bromothieno[3,2-c]pyridin-4-yl)amino]piperidine-1-carboxylate